tert-butyl (2R,4R)-4-((6-((1-(tert-butyl)-3-methyl-1H-pyrazol-5-yl)amino)-5-fluoropyridin-2-yl)methyl)-1-(3-chloro-2-fluorobenzyl)-2-methylpiperidine-4-carboxylate C(C)(C)(C)N1N=C(C=C1NC1=C(C=CC(=N1)C[C@@]1(C[C@H](N(CC1)CC1=C(C(=CC=C1)Cl)F)C)C(=O)OC(C)(C)C)F)C